O[C@H]1[C@]2([C@H]3[C@@]([C@@H](C[C@@](C1)(C=C)C)C)(CC[C@H]3OC)CC[C@H]2C)C (3R,3aR,4R,5R,7S,9R,9aR,12R)-5-hydroxy-3-methoxy-4,7,9,12-tetramethyl-7-vinyloctahydro-4,9a-propanocyclopenta[8]annulen